COC1=C2C=CC(OC2=CC(=C1)OC)=O 5,7-dimethoxycoumarin